4-amino-1H-pyrazol NC=1C=NNC1